FC(C=1C(=CNC(C1)=O)C(=O)NC1=C(C=C(C(=C1)C1=CC(=C(C=C1)N1CCOCC1)F)F)N1C[C@H](N(CC1)C)C)F |r| 4-(difluoromethyl)-N-[4-fluoro-5-(3-fluoro-4-morpholin-4-ylphenyl)-2-[rac-(3R)-3,4-dimethylpiperazin-1-yl]phenyl]-6-oxo-1H-pyridine-3-carboxamide